ClC=1C=C(C=CC1F)NC(N(C=1C=NC(=CC1)OC)CC1=NNC=2CCC(CC12)(C)C)=O 3-(3-chloro-4-fluorophenyl)-1-((5,5-dimethyl-4,5,6,7-tetrahydro-1H-indazol-3-yl)methyl)-1-(6-methoxypyridin-3-yl)urea